C(C)(C)(C)OC(=O)N1C(C(\C(\CC1)=C/N(C)C)=O)C.BrC=1N=C(SC1)OC1CCC1 4-bromo-2-(cyclobutoxy)thiazole tert-butyl-(4Z)-4-[(dimethylamino)methylidene]-2-methyl-3-oxopiperidine-1-carboxylate